C(C)OC(=O)C1C(CC(CC1)OC)NC(=O)OC(C)(C)C 2-((tert-Butoxycarbonyl)amino)-4-methoxycyclohexane-1-carboxylic acid ethyl ester